ethyl (E)-4-((E)-4-fluorobenzylidene)non-2-enoate FC1=CC=C(\C=C(\C=C\C(=O)OCC)/CCCCC)C=C1